[3-[(6-chloro-3-pyridinyl)-methyl]-2-thiazolidinylidene]-cyanamide ClC1=CC=C(C=N1)CN1C(SCC1)=NC#N